FC=1C=C(C=CC1F)CC(=O)NN1C(=NC2=CC=CC=C2C1=O)N(C(C)C)C(C)C 2-(3,4-Difluoro-phenyl)-N-(2-diisopropylamino-4-oxo-4H-quinazolin-3-yl)-acetamide